2-chloro-4-cyclopropyl-6-(4-morpholinopiperidin-1-yl)pyridine-3,5-dicarbonitrile ClC1=NC(=C(C(=C1C#N)C1CC1)C#N)N1CCC(CC1)N1CCOCC1